C1=CC=C2C(=C1)C=CC=C2NCC(=O)O (R)-1-naphthylglycine